2-(6-(6-Chloro-4-(((1s,4s)-4-(2-hydroxypropan-2-yl)cyclohexyl)amino)pyridin-3-yl)pyridazin-3-yl)propan-2-ol ClC1=CC(=C(C=N1)C1=CC=C(N=N1)C(C)(C)O)NC1CCC(CC1)C(C)(C)O